C(#N)C1=NC2=CC(=CC(=C2N=C1N1CCN(CC1)C1=CC=C(C=C1)S(NC)(=O)=O)[C@@H](C)NC1=C(C(=O)O)C=CC=C1)C (R)-2-((1-(2-cyano-7-methyl-3-(4-(4-(N-methylsulfamoyl)phenyl)piperazin-1-yl)quinoxalin-5-yl)ethyl)-amino)benzoic acid